C(C)C\C(\C)=C/CC[C@H](C)CCO (S)-Ethyl-Citronellol